dimethyl-dodecyl-[3-(trimethoxysilyl)-propyl]ammonium chloride [Cl-].C[N+](CCC[Si](OC)(OC)OC)(CCCCCCCCCCCC)C